[K].C(C)(C)(C)C1=C(C=C(C=C1)C)O 2-t-butyl-5-methylphenol, potassium salt